4-benzylsulfanyl-1-(1,1-difluoroethyl)-2-fluoro-benzene C(C1=CC=CC=C1)SC1=CC(=C(C=C1)C(C)(F)F)F